N-(1,1'-biphenyl-4-yl)-N-(3,3'',5',5''-tetra-tert-butyl-1,1':3',1''-terphenyl-5-yl)-9,9-dimethyl-9H-fluoren-2-amine C1(=CC=C(C=C1)N(C1=CC=2C(C3=CC=CC=C3C2C=C1)(C)C)C=1C=C(C=C(C1)C1=CC(=CC(=C1)C(C)(C)C)C1=CC(=CC(=C1)C(C)(C)C)C(C)(C)C)C(C)(C)C)C1=CC=CC=C1